7-[2-(dicarboxymethylamino)-ethyl]-4,10-bis-carboxymethyl-1,4,7,10-tetraaza-cyclododecane-1-yl-acetic acid C(=O)(O)C(C(=O)O)NCCN1CCN(CCN(CCN(CC1)CC(=O)O)CC(=O)O)CC(=O)O